2-cyano(13C)acetic acid C(#N)C[13C](=O)O